2,5-bis(7-decylundecyl)pyrrolo[3,4-c]pyrrole-1,4(2H,5H)dione C(CCCCCCCCC)C(CCCCCCN1C(C2=CN(C(C2=C1)=O)CCCCCCC(CCCC)CCCCCCCCCC)=O)CCCC